C(C)OC(=O)C1=CNC2=C(C=C(C=C2C1=O)F)C 6-fluoro-8-methyl-4-oxo-1,4-dihydroquinoline-3-carboxylic acid ethyl ester